5-carboxyamyl-triethoxysilane C(=O)(O)CCCCC[Si](OCC)(OCC)OCC